(6R,7R)-6-((S)-5H-Imidazo[5,1-a]isoindol-5-yl)-3-methyl-6,7-dihydro-5H-cyclopenta[c]pyridin-7-ol C=1N=CN2C1C1=CC=CC=C1[C@@H]2[C@H]2CC1=C(C=NC(=C1)C)[C@@H]2O